7-fluoro-1,3,4,5-tetrahydro-2H-benzo[b]azepin-2-one FC1=CC2=C(NC(CCC2)=O)C=C1